C(C)(=O)ON(CCN(OC(C)=O)OC(C)=O)OC(C)=O.[Cu+2].[NH4+].[NH4+] diammonium copper ethylenediamine tetraacetate